CC=1C=C(C=C(C1)C)C1(CCC2(CN(C2)C(=O)OC(C)(C)C)CC1)OC tert-Butyl 7-(3,5-dimethylphenyl)-7-methoxy-2-azaspiro[3.5]nonane-2-carboxylate